2-[6-chloro-2-(5-chloro-thiophen-2-yl)-5-fluoro-benzimidazol-1-yl]-2,N-dicyclohexyl-acetamide ClC=1C(=CC2=C(N(C(=N2)C=2SC(=CC2)Cl)C(C(=O)NC2CCCCC2)C2CCCCC2)C1)F